N1(CCC1)C1=NC2=C(C(=CC=C2N=C1)Br)Cl 2-(azetidin-1-yl)-7-bromo-8-chloroquinoxaline